C(C=C)(=O)NC1CN(C2=CC=CC(=C2C1)CC(=O)O)C1=CC=C(C=C1)C(F)(F)F 2-(3-acrylamido-1-(4-(trifluoromethyl)phenyl)-1,2,3,4-tetrahydroquinolin-5-yl)acetic acid